3-(2-((1-(hydroxymethyl)cyclobutyl)amino)-2-oxoacetyl)-2-methyl-N-(1-methyl-1H-pyrazol-3-yl)-5,6,7,8-tetrahydroindolizine-1-carboxamide OCC1(CCC1)NC(C(=O)C1=C(C(=C2CCCCN12)C(=O)NC1=NN(C=C1)C)C)=O